5-amino-3-((3-(4-chlorophenethyl)-1,2,4-oxadiazol-5-yl)methyl)-1-methylpyrimidine-2,4(1H,3H)-dione NC=1C(N(C(N(C1)C)=O)CC1=NC(=NO1)CCC1=CC=C(C=C1)Cl)=O